1-({[(R)-5-acetyl-1-(4-chlorophenyl)-2-[(S)-1-(5-chloropyridin-2-yl)ethyl]-7-fluoro-3-oxo-2,3-dihydro-1H-isoindol-1-yl]oxy}methyl)cyclopropane-1-carboxamide C(C)(=O)C=1C=C2C(N([C@](C2=C(C1)F)(C1=CC=C(C=C1)Cl)OCC1(CC1)C(=O)N)[C@@H](C)C1=NC=C(C=C1)Cl)=O